5-(benzyloxy)-8-bromo-2-(3-methyl-1-benzofuran-2-yl)quinoline-4-carboxylic acid C(C1=CC=CC=C1)OC1=C2C(=CC(=NC2=C(C=C1)Br)C=1OC2=C(C1C)C=CC=C2)C(=O)O